CC1(COC(OC1)=O)CCC 5-methyl-5-propyl-1,3-dioxan-2-one